6-[4-(1-tert-butoxycarbonyl-1,2,3,6-tetrahydro-pyridin-4-yl)-3-fluoro-benzoylamino]-4-methoxy-3',6'-dihydro-2'H-[3,4']bipyridinyl-1'-carboxylic acid tert-butyl ester C(C)(C)(C)OC(=O)N1CCC(=CC1)C=1C=NC(=CC1OC)NC(C1=CC(=C(C=C1)C=1CCN(CC1)C(=O)OC(C)(C)C)F)=O